3-((2-(((1-(4-(1-acetyl-4-((4-chlorophenyl)amino)-2-methyl-1,2,3,4-tetrahydroquinolin-6-yl)phenyl)piperidin-4-yl)(methyl)amino)methyl)phenyl)amino)piperidine-2,6-dione C(C)(=O)N1C(CC(C2=CC(=CC=C12)C1=CC=C(C=C1)N1CCC(CC1)N(C)CC1=C(C=CC=C1)NC1C(NC(CC1)=O)=O)NC1=CC=C(C=C1)Cl)C